S(=O)(=O)(O)[O-].C(CCC)[N+](CCCC)(CCCC)CCCC tetra-n-butylammonium hydrogensulfate